BrC1=C(N(C=C1)CC1(CCC1)NC(=O)OC(C)(C)C)C(=O)OC methyl 3-bromo-1-((1-((tert-butoxycarbonyl)amino)cyclobutyl)methyl)-1H-pyrrole-2-carboxylate